ClC1=NC=NC2=CC(=C3C(=C12)OCCO3)OCCCN3CCCCC3 10-chloro-5-(3-(piperidin-1-yl)propoxy)-2,3-dihydro-[1,4]dioxino[2,3-f]quinazoline